[Si]([O-])([O-])([O-])[O-].[Li+].P(=O)(O)(O)O.[Fe+2].[Li+] lithium iron phosphate lithium silicate